((3R,4R)-3-fluoro-4-hydroxypyrrolidin-1-yl)methanone hydrochloride Cl.F[C@@H]1CN(C[C@H]1O)C=O